C1(=CC=CC=C1)OC(=O)N1C(C(C2=CC(=CC=C12)Cl)C(=O)C=1SC(=CC1)CSC)=O 5-chloro-3-(5-((methylthio)methyl)thiophene-2-carbonyl)-2-oxoindoline-1-carboxylic acid phenyl ester